COCC12CNCC(CC1)C2 1-(methoxymethyl)-3-azabicyclo[3.2.1]octane